ClC1=CC=C(C=C1)C1=N[C@H](C=2N(C3=C1C=C(C=C3)OCCCCCCNC(OC(C)(C)C)=O)C(=NN2)C)CC(=O)NCC tert-butyl (6-(((4S)-6-(4-chlorophenyl)-4-(2-(ethylamino)-2-oxoethyl)-1-methyl-4H-benzo[f][1,2,4]triazolo[4,3-a]1,4-diazepin-8-yl)oxy)hexyl)carbamate